1,2-dimethylpropyl carbamate C(N)(OC(C(C)C)C)=O